4-dimethylaminobutyrylthiobenzimidazole CN(CCCC(=O)SC=1NC2=C(N1)C=CC=C2)C